N-((7-(5-(difluoromethyl)-1,3,4-oxadiazol-2-yl)imidazo[1,2-a]pyridin-2-yl)methyl)-1-(oxetan-3-carbonyl)-N-phenylpiperidine-4-carboxamide FC(C1=NN=C(O1)C1=CC=2N(C=C1)C=C(N2)CN(C(=O)C2CCN(CC2)C(=O)C2COC2)C2=CC=CC=C2)F